4-(3-((1-(tert-butoxycarbonyl)piperidin-3-yl)methyl)-1,2,4-oxadiazol-5-yl)butanoic acid C(C)(C)(C)OC(=O)N1CC(CCC1)CC1=NOC(=N1)CCCC(=O)O